(3R*,4R*)-4-{[5-(2,4-Difluoro-phenyl)-isoxazole-3-carbonyl]-amino}-1-(2-hydroxy-cyclohexyl)-piperidine-3-carboxylic acid (1-pyrimidin-2-yl-cyclopropyl)-amide N1=C(N=CC=C1)C1(CC1)NC(=O)[C@@H]1CN(CC[C@H]1NC(=O)C1=NOC(=C1)C1=C(C=C(C=C1)F)F)C1C(CCCC1)O |o1:12,17|